C1(CCCCC1)OC(C(C)(C)OC(C(C)C)=O)=O.C(C)(C)(C)NC/C=C/C(=O)NC1=C(C=C(C=C1)C(=O)C1=CC=C2C(=CC=CN12)C1=C(C2=C(N(C=N2)C)C=C1C)Cl)C#N (E)-4-(tert-butylamino)-N-(4-(8-(4-chloro-1,6-dimethyl-1H-benzo[d]imidazol-5-yl)indolizine-3-carbonyl)-2-cyanophenyl)but-2-enamide cyclohexyl-α-isobutyryloxyisobutyrate